4-Amino-N-(1-(7-methoxyquinolin-5-yl)cyclopropyl)-2-methyl-5-((1-methylazetidin-2-yl)methoxy)benzamide NC1=CC(=C(C(=O)NC2(CC2)C2=C3C=CC=NC3=CC(=C2)OC)C=C1OCC1N(CC1)C)C